S1C=NC2=C1C(=CC=C2)C2=CC=C(C=C2)N2CCN(CC2)C(=O)C2=CN=C(S2)C#C (4-(4-(Benzo[d]thiazol-7-yl)phenyl)piperazin-1-yl)(2-ethynylthiazol-5-yl)methanone